FC=1C=C(C=C(C1)C1(CC(C1)C)C1=NN=CN1C)NC(=O)C1=CC(=C2C(=N1)C(CO2)(C)C)C=O N-{3-fluoro-5-[(1r,3s)-3-methyl-1-(4-methyl-1,2,4-triazol-3-yl)cyclobutyl]phenyl}-7-formyl-3,3-dimethyl-2H-furo[3,2-b]pyridine-5-carboxamide